COCCOCC=1C=C2C=C(NC2=C(C1)N1CCOCC1)C1=CC=CC=C1 4-[5-(2-methoxyethoxymethyl)-2-phenyl-1H-indol-7-yl]morpholine